(R)-7-(sec-Butoxy)-N-(1-cyclopropyl-2-oxo-1,2-dihydropyridin-3-yl)-2-(1-(fluoromethyl)-2-oxabicyclo[2.1.1]hex-4-yl)imidazo[1,2-a]pyridine-6-carboxamide [C@@H](C)(CC)OC1=CC=2N(C=C1C(=O)NC=1C(N(C=CC1)C1CC1)=O)C=C(N2)C21COC(C2)(C1)CF